tartaric acid, sulfanylamide SNC(C(O)C(O)C(=O)O)=O